FC=1C=C(C=C(C1)F)CC=1C=C2C(=NNC2=CC1)NC(C1=C(C=C(C=C1)N1CCNCC1)NC1CCOCC1)=O N-[5-[(3,5-difluorophenyl)methyl]-1H-indazol-3-yl]-4-piperazin-1-yl-2-(tetrahydropyran-4-ylamino)benzamide